4-(6-fluoro-pyridin-3-yl)-6-(2-oxopropoxy)-pyrazolo[1,5-a]pyridine-3-carbonitrile FC1=CC=C(C=N1)C=1C=2N(C=C(C1)OCC(C)=O)N=CC2C#N